4-phenylpyrrolidine-2-carboxamide hydrochloride Cl.C1(=CC=CC=C1)C1CC(NC1)C(=O)N